ClC1=C(C=CC(=C1)Cl)/C=C/C(=O)NC(C(=O)N)CC(C)(C)C 2-((E)-3-(2,4-dichlorophenyl)acrylamido)-4,4-dimethylpentanamid